1-(3-(5-bromo-3-methoxypyrazin-2-ylamino)pyrrolidin-1-yl)ethanone BrC=1N=C(C(=NC1)NC1CN(CC1)C(C)=O)OC